(12aR)-9-bromo-10-chloro-8-(difluoromethoxy)-6-oxo-3,4,12,12a-tetrahydro-6H-pyrazino[2,1-c][1,4]benzooxazepine-2(1H)-carboxylic acid tert-butyl ester C(C)(C)(C)OC(=O)N1C[C@@H]2COC3=C(C(N2CC1)=O)C=C(C(=C3Cl)Br)OC(F)F